BrC=1C=C2C(N(C(C2=CC1)(O)C1=CC=C(C=C1)Cl)CC1=NC=C(C#N)C=C1)=O 6-[5-bromo-1-(4-chloro-phenyl)-1-hydroxy-3-oxo-1,3-dihydro-isoindol-2-ylmethyl]Nicotinonitrile